C(C1=CC=CC=C1)OC(=O)N[C@@H](CCN(CCCCC1=CC=C2CCCN(C2=N1)C(=O)OC(C)(C)C)CC(F)F)C(=O)OC tert-butyl (S)-7-(4-((3-(((benzyloxy) carbonyl) amino)-4-methoxy-4-oxobutyl) (2,2-difluoroethyl) amino) butyl)-3,4-dihydro-1,8-naphthyridine-1(2H)-carboxylate